N,N-dimethyl-2-(methylsulfinyl)-6-(thiophen-2-yl)pyrimidin-4-amine CN(C1=NC(=NC(=C1)C=1SC=CC1)S(=O)C)C